BrC1=CC(=NN1C)CNC(OC(C)(C)C)=O tert-butyl ((5-bromo-1-methyl-1H-pyrazol-3-yl)methyl)carbamate